spiro[3H-benzofuran-2,4'-piperidine] N1CCC2(CC1)OC1=C(C2)C=CC=C1